4,4'-Dicyanobenzophenone C(#N)C1=CC=C(C(=O)C2=CC=C(C=C2)C#N)C=C1